(R)-N-((S)-1-(2-Fluoro-5-(((S)-tetrahydrofuran-3-yl)oxy)phenyl)ethyl)-2-methylpropane-2-sulfinamide FC1=C(C=C(C=C1)O[C@@H]1COCC1)[C@H](C)N[S@](=O)C(C)(C)C